C(C)(C)(C)OC(=O)N1CCN(CC1)C=1C2=CN(N=C2C(=C(C1)F)C(=O)O)CC 4-[4-(tert-butoxycarbonyl)piperazin-1-yl]-2-ethyl-6-fluoroindazole-7-carboxylic acid